4-(2-(1-(2-chloroethyl)-1H-pyrazolo[3,4-b]pyridin-5-yl)propan-2-yl)phenol ClCCN1N=CC=2C1=NC=C(C2)C(C)(C)C2=CC=C(C=C2)O